Methyl (((7S,8S)-5-fluoro-2-(2-methoxy-7-methylquinoxalin-5-yl)-8-methyl-7,8-dihydrobenzofuro[5,4-d]thiazol-7-yl)methyl)carbamate FC1=CC=2N=C(SC2C=2[C@@H]([C@H](OC21)CNC(OC)=O)C)C2=C1N=CC(=NC1=CC(=C2)C)OC